ethyl-Biguanide Hydrochloride Cl.C(C)NC(=N)NC(=N)N